(2S,3S)-trans-oxirane-2,3-dicarboxylic acid O1[C@@H]([C@H]1C(=O)O)C(=O)O